BrC=1C=NN2C1N=C(N=C2NCC=2NC=C(N2)C2=CC=C(C=C2)C)S(=O)(=O)C 8-bromo-2-(methanesulfonyl)-N-{[4-(4-methylphenyl)-1H-imidazol-2-yl]methyl}pyrazolo[1,5-a][1,3,5]triazin-4-amine